FC(CN1N=CC=2C1=NC(=CN2)N2C(CC1(CC(N(C1)C1=NC=CC(=C1)C(F)(F)F)=O)CC2C)C)F 8-(1-(2,2-difluoroethyl)-1H-pyrazolo[3,4-b]pyrazin-6-yl)-7,9-dimethyl-2-(4-(trifluoromethyl)pyridin-2-yl)-2,8-diazaspiro[4.5]decan-3-one